N-(2-bromo-6-fluorophenyl)-2-chloro-4-methoxypyrimidine-5-carboxamide BrC1=C(C(=CC=C1)F)NC(=O)C=1C(=NC(=NC1)Cl)OC